5-(2,4-Diamino-pyrimidin-5-ylmethyl)-4-isopropyl-2-methoxy-benzonitrile NC1=NC=C(C(=N1)N)CC=1C(=CC(=C(C#N)C1)OC)C(C)C